(3R)-3-(4-Chlorophenyl)-2-[(5-chloropyridin-2-yl)methyl]-6-[2-hydroxy-1-(4-methyl-1,4-diazepan-1-yl)propan-2-yl]-3-methoxy-2,3-dihydro-1H-isoindol-1-on ClC1=CC=C(C=C1)[C@@]1(N(C(C2=CC(=CC=C12)C(CN1CCN(CCC1)C)(C)O)=O)CC1=NC=C(C=C1)Cl)OC